3,7-decanedicarboxylic acid CCC(CCCC(CCC)C(=O)O)C(=O)O